FC1(CCC(CC1)(C(=O)N1CC2(CC2)C[C@H]1C(=O)N[C@@H](C[C@H]1C(NCC1)=O)C(COC(F)(F)F)=O)O)F (S)-5-(4,4-difluoro-1-hydroxycyclohexane-1-carbonyl)-N-((S)-3-oxo-1-((S)-2-oxopyrrolidin-3-yl)-4-(trifluoromethoxy)butan-2-yl)-5-azaspiro[2.4]heptane-6-carboxamide